3-{4-[trans-4-amino-3-(2-hydroxyethoxy)piperidin-1-yl]-3-(3,5-difluorophenyl)quinolin-6-yl}-2-hydroxybenzonitrile N[C@H]1[C@@H](CN(CC1)C1=C(C=NC2=CC=C(C=C12)C=1C(=C(C#N)C=CC1)O)C1=CC(=CC(=C1)F)F)OCCO